4-[[3-fluoro-2-methoxy-propyl]-[4-(5,6,7,8-tetrahydro-1,8-naphthyridin-2-yl)butyl]amino]-2-[[1-(3-methoxypyrazin-2-yl)cyclopropanecarbonyl]amino]butanoic acid FCC(CN(CCC(C(=O)O)NC(=O)C1(CC1)C1=NC=CN=C1OC)CCCCC1=NC=2NCCCC2C=C1)OC